BrC1=C(C=C(C=C1)C=1NC=C(N1)C(F)(F)F)C(F)(F)F 2-[4-bromo-3-(trifluoromethyl)phenyl]-4-(trifluoromethyl)-1H-imidazole